N,N-dimethylethylamine-N-oxide C[N+](C)(CC)[O-]